N-[4-fluoro-5-[2-[(3R)-3-methylmorpholin-4-yl]pyrimidin-5-yl]-2-[(3S,5R)-3,4,5-trimethylpiperazin-1-yl]phenyl]-6-oxo-4-(trifluoromethyl)-1H-pyridine-3-carboxamide FC1=CC(=C(C=C1C=1C=NC(=NC1)N1[C@@H](COCC1)C)NC(=O)C1=CNC(C=C1C(F)(F)F)=O)N1C[C@@H](N([C@@H](C1)C)C)C